NC1CCC(CC1)NC1=NC2=C(C=C(C=C2C=N1)C1=CC(=C(C=C1OC)NS(=O)(=O)C1=C(C=CC=C1)Cl)F)CC N-(4-(2-(((1r,4r)-4-aminocyclohexyl)amino)-8-ethylquinazolin-6-yl)-2-fluoro-5-methoxyphenyl)-2-chlorobenzenesulfonamide